CC1=NN(C(=C1)C)C1=NN(C(C=C1)=O)C1CCN(CC1)C(=O)NCC1=CC=C(C=C1)F 4-[3-(3,5-dimethylpyrazol-1-yl)-6-oxopyridazin-1-yl]-N-[(4-fluorophenyl)methyl]piperidine-1-carboxamide